ClC=1C=NC=C(C1C(C)ON1N=C(C2=CC=CC=C12)C1=NC2=C(N1)CN(C2)S(=O)(=O)C=2C=NC=CC2)Cl (1-(3,5-dichloropyridin-4-yl)ethoxy)-3-(5-(pyridin-3-ylsulfonyl)-1,4,5,6-tetrahydropyrrolo[3,4-d]imidazol-2-yl)-1H-indazole